2-(2,6-dioxopiperidine-3-yl)-4,7-difluoroisoindoline-1,3-dione O=C1NC(CCC1N1C(C2=C(C=CC(=C2C1=O)F)F)=O)=O